NC1=CC(=C(C(=N1)C)CNC1=CC(=NC=N1)OCC=1N=C2N(C=C(C=C2CO)C2CC2)C1)C (2-(((6-(((6-amino-2,4-dimethylpyridin-3-yl)methyl)amino)pyrimidin-4-yl)oxy)methyl)-6-cyclopropylimidazo[1,2-a]pyridin-8-yl)methanol